ClC=1C=C(C=CC1)C1CC(CN(C1)CC1=CC=C(C=C1)C(F)(F)F)CC(=O)O anti-2-(5-(3-chlorophenyl)-1-(4-(trifluoromethyl)benzyl)piperidin-3-yl)acetic acid